ClC1=C(C(=O)N2COC3=C(C2)C=CC=C3C3=CC(=C(C(=O)O)C=C3F)N3C2COCC3CC2)C(=CC(=C1)N1CC2(C1)C[C@H]([C@@H]2C)OC)Cl |r| 4-[3-[2,6-Dichloro-4-[rac-(6R,7R)-6-methoxy-7-methyl-2-azaspiro[3.3]heptan-2-yl]benzoyl]-2,4-dihydro-1,3-benzoxazin-8-yl]-5-fluoro-2-(3-oxa-8-azabicyclo[3.2.1]oct-8-yl)benzoic acid